C1=CC=CC=2SC3=C(C21)C=CC=C3.COC=3C=CC=CC3OC 3,4-dimethoxybenzene-dibenzothiophene salt